NC=1C(=C(C=CC1)C=1C(=C(C=CC1)NC(=O)C1=NN2C(C(CCC2)NC(C(=O)OC)(C)C)=C1)C)C methyl 2-[[2-[[3-(3-amino-2-methyl-phenyl)-2-methyl-phenyl]carbamoyl]-4,5,6,7-tetrahydropyrazolo[1,5-a]pyridin-4-yl]amino]-2-methyl-propanoate